(3-(2-chloroquinolin-6-yl)quinoxalin-6-yl)(piperidin-1-yl)methanone tert-butyl-((1-(4-oxo-3,4-dihydrophthalazin-1-yl)piperidin-4-yl)methyl)carbamate C(C)(C)(C)N(C(O)=O)CC1CCN(CC1)C1=NNC(C2=CC=CC=C12)=O.ClC1=NC2=CC=C(C=C2C=C1)C=1C=NC2=CC=C(C=C2N1)C(=O)N1CCCCC1